3,9-bis[1,1-dimethyl-2-{β-(3-t-butyl-4-hydroxy-5-methylphenyl)propionyl-oxy}ethyl]-2,4,8,10-tetraoxaspiro[5.5]undecane CC(COC(CCC1=CC(=C(C(=C1)C)O)C(C)(C)C)=O)(C)C1OCC2(CO1)COC(OC2)C(COC(CCC2=CC(=C(C(=C2)C)O)C(C)(C)C)=O)(C)C